trans-4-((6-bromo-8-methyl-7-oxo-7,8-dihydropyrido[2,3-d]pyrimidin-2-yl)amino)cyclohexane-1-carboxamide BrC1=CC2=C(N=C(N=C2)N[C@@H]2CC[C@H](CC2)C(=O)N)N(C1=O)C